(R)-3-(3-chloro-5-fluoro-2-((4-(4-fluoro-1H-pyrazol-1-yl)-2-methylquinolin-8-yloxy)methyl)phenyl)morpholine ClC=1C(=C(C=C(C1)F)[C@H]1NCCOC1)COC=1C=CC=C2C(=CC(=NC12)C)N1N=CC(=C1)F